C(=CCC)C=CC1=CC=CC=C1 butenyl-styrene